phthalic anhydride phenyl-phosphate C1(=CC=CC=C1)OP(=O)(O)O.C1(C=2C(C(=O)O1)=CC=CC2)=O